succinate disodium salt [Na+].[Na+].C(CCC(=O)[O-])(=O)[O-]